FC=1C=C2C(=NNC2=CC1OCCOC)C1=CC(=NO1)C1=CC=C(C=C1)C(=O)N1CC(C1)OC 5-Fluoro-3-{3-[4-(3-methoxyazetidine-1-carbonyl)phenyl]-1,2-oxazol-5-yl}-6-(2-methoxyethoxy)-1H-indazole